O[C@@]1(C(N(CC1)C)=O)C1=CC(=CC=C1)C=1N=C(SC1)C1=C(N(C2=NC=CC=C21)S(=O)(=O)C2=CC=C(C)C=C2)C (R)-3-hydroxy-1-methyl-3-(3-(2-(2-methyl-1-tosyl-1H-pyrrolo[2,3-b]pyridin-3-yl)thiazol-4-yl)phenyl)pyrrolidin-2-one